C(#N)CCN1C[C@@H]2[C@H](C1)CC(C2)NC2=C1C(=NC=C2C=2SC(=CN2)C(=O)NC(C)(C)C#N)NC=C1 2-(4-(((3aR,5s,6aS)-2-(2-cyanoethyl)octahydrocyclopenta[c]pyrrol-5-yl)amino)-1H-pyrrolo[2,3-b]pyridin-5-yl)-N-(2-cyanopropan-2-yl)thiazole-5-carboxamide